C(CCCCCCCCCC)(=O)O.NCCCCCCN hexamethylenediamine undecanoate